2-(1-(6-bromopyrrolo[2,1-f][1,2,4]triazin-4-yl)-1,2,3,6-tetrahydropyridin-4-yl)-1-(4-fluorophenyl)ethan-1-ol BrC=1C=C2C(=NC=NN2C1)N1CCC(=CC1)CC(O)C1=CC=C(C=C1)F